CN(CCOS(=O)(=O)C1=CC=C(C)C=C1)C1=CC=C(C=C1)[N+](=O)[O-] toluene-4-sulfonic acid 2-[methyl-(4-nitro-phenyl)-amino]-ethyl ester